N-(6-bromo-4-oxo-3-propyl-3,4-dihydroquinazolin-2-yl)cyanamide BrC=1C=C2C(N(C(=NC2=CC1)NC#N)CCC)=O